C(C)(C)(C)OC(=O)N1CC(C1)(COCC=O)F 3-fluoro-3-((2-oxoethoxy)methyl)azetidine-1-carboxylic acid tert-butyl ester